NC=1C=C(C=CC1)S(=O)(=NC)C (3-aminophenyl)(methyl)(methyl-imino)-λ6-sulfanone